1-[8-Bromo-4-(dimethylamino)-3-quinolyl]-2,2,2-trifluoro-ethanone BrC=1C=CC=C2C(=C(C=NC12)C(C(F)(F)F)=O)N(C)C